5-(cyclooctylcarbonyl)amino-3-(1-isobutyl-1,2,3,6-tetrahydropyridin-4-yl)-1H-indole C1(CCCCCCC1)C(=O)NC=1C=C2C(=CNC2=CC1)C=1CCN(CC1)CC(C)C